C1(CCCCC1)COC1=C(C=C(C=C1)S(=O)(=O)C)C=1C2=C(C(N(C1)C)=O)NC=C2 4-[2-(cyclohexylmethoxy)-5-(methylsulfonyl)phenyl]-6-methyl-1,6-dihydro-7H-pyrrolo[2,3-c]pyridin-7-one